tert-butyl (3S)-4-(1-(4-(aminomethyl)-2-isopropyl-6-methylphenyl)-6-fluoro-7-(2-fluoro-6-hydroxyphenyl)-2-oxo-1,2-dihydro-quinazolin-4-yl)-3-methylpiperazine-1-carboxylate NCC1=CC(=C(C(=C1)C)N1C(N=C(C2=CC(=C(C=C12)C1=C(C=CC=C1O)F)F)N1[C@H](CN(CC1)C(=O)OC(C)(C)C)C)=O)C(C)C